1-((1H-indol-5-yl)sulfonyl)-N-(3,4-dichlorophenyl)-1H-pyrrole-3-carboxamide N1C=CC2=CC(=CC=C12)S(=O)(=O)N1C=C(C=C1)C(=O)NC1=CC(=C(C=C1)Cl)Cl